perfluoroFluoro(2-hydroxymethyl-2,4-di-n-butyl-1,3-dioxolane) potassium salt [K].FC1(C(OC(O1)(C(C(C(C(F)(F)F)(F)F)(F)F)(F)F)C(O)(F)F)(C(C(C(C(F)(F)F)(F)F)(F)F)(F)F)F)F